1,2-dimethyl-5-[7-[(3S)-3-(1-piperidylmethyl)-3,4-dihydro-1H-isoquinoline-2-carbonyl]-1,2,3,4-tetrahydroisoquinolin-6-yl]pyrrole-3-carboxylic acid CN1C(=C(C=C1C=1C=C2CCNCC2=CC1C(=O)N1CC2=CC=CC=C2C[C@H]1CN1CCCCC1)C(=O)O)C